C[C@@]12C(CC[C@H]1[C@@H]1CCC=3C=C(C=CC3[C@H]1CC2)O)O ESTRA-1,3,5(10)-TRIENE-3,17-DIOL